N-((5-chloro-6-(oxazol-4-ylmethoxy)-1H-indol-2-yl)methyl)azetidine-1-carboxamide ClC=1C=C2C=C(NC2=CC1OCC=1N=COC1)CNC(=O)N1CCC1